BrC1=CC(=C2C(=NC(N(C2=C1)C1CC1)=O)O)OCCC1N(CCNC1)C(=O)[O-] 2-(((7-bromo-1-cyclopropyl-4-hydroxy-2-oxo-1,2-dihydroquinazolin-5-yl)oxy)ethyl)piperazine-1-formate